C(C(C)C)(=O)N[C@H](CS)C(=O)O N-Isobutyryl-D-cystein